N-(4-(methylsulfonyl)but-3-en-2-yl)-4-phenoxy-2-(2-azaspiro[3.3]heptane-2-yl)pyrimidine-5-carboxamide CS(=O)(=O)C=CC(C)NC(=O)C=1C(=NC(=NC1)N1CC2(C1)CCC2)OC2=CC=CC=C2